C(C=C)(=O)OC1=CC=C(C(=O)Cl)C=C1 4-acryloyloxybenzoyl chloride